(E)-6-(6-ethoxypyridin-3-yl)-N'-(2-fluoro-5-methoxybenzylidene)-4-methyl-5-oxo-4,5-dihydropyrazine-2-carbohydrazide C(C)OC1=CC=C(C=N1)C=1C(N(C=C(N1)C(=O)N/N=C/C1=C(C=CC(=C1)OC)F)C)=O